C[C@]1(C[C@]23CC[C@H]1C[C@H]2[C@](C(=O)C=C3)(C)CCC(=O)NC4=C(C=CC(=C4O)C(=O)O)O)O The molecule is a polycyclic cage that is the 3-hydroxy derivative of platencin. It is isolated from Streptomyces platensis. It has a role as a bacterial metabolite. It is a cyclic ketone, a dihydroxybenzoic acid, a polycyclic cage, a tertiary alcohol, an aromatic amide and a monocarboxylic acid amide. It derives from a platencin.